CCC(CC(=O)[O-])=O.CCC(CC(=O)[O-])=O.[Al+2] aluminum di(methyl acetoacetate)